CN(CCN(C(C1=CC=CC=C1)=O)C)C N-(2-(dimethylamino)ethyl)-N-methylbenzamide